CC[N-]CC.CC[N-]CC.CC[N-]CC.CC[N-]CC.[Zr+4] tetrakis(diethylamido)zirconium(IV)